C1(=C(C(=C(C(=C1Cl)Cl)Cl)Cl)Cl)[O-] The molecule is a phenolate anion that is the conjugate base of pentachlorophenol; major species at pH 7.3. It has a role as a human xenobiotic metabolite. It is a conjugate base of a pentachlorophenol.